2-((1r,4R)-4-ethoxycyclohexylamino)-4-((R)-tetrahydro-2H-pyran-3-ylamino)pyrimidine-5-carbonitrile C(C)OC1CCC(CC1)NC1=NC=C(C(=N1)N[C@H]1COCCC1)C#N